N1C=CC2=C(C=CC=C12)C=1N=C(C2=C(N1)C=CC(=N2)C=2C(=NC(=CC2)OC)C)N2[C@@H](COCC2)C (R)-4-(2-(1H-indol-4-yl)-6-(6-methoxy-2-methylpyridin-3-yl)pyrido[3,2-d]pyrimidin-4-yl)-3-methylmorpholine